C1=CC=CC=2C3=CC=CC=C3N(C12)C1=C(C=C(C=C1N1C2=CC=CC=C2C=2C=CC=CC12)C1=NC(=NC(=N1)C1=CC=CC=C1)C1=CC=CC=C1)N1C2=CC=CC=C2C=2C=CC=CC12 9-[2,3-bis(9H-carbazol-9-yl)-5-(diphenyl-1,3,5-triazin-2-yl)phenyl]-9H-carbazole